1-benzyl-4-benzyloxypyridine-2-one C(C1=CC=CC=C1)N1C(C=C(C=C1)OCC1=CC=CC=C1)=O